C(C)OC(CC(C(=O)O)SC[C@@H](C(=O)OC)NC(=O)OCC[Si](C)(C)C)=O 4-Ethoxy-2-{[(2R)-3-methoxy-3-oxo-2-({[2-(trimethylsilyl)ethoxy]-carbonyl}amino)propyl]sulfanyl}-4-oxobutanoic acid